(S)-1-(3-(4-amino-7-chloro-3-((3,5-difluoro-2,6-dimethoxypyridin-4-yl)ethynyl)-1H-pyrazolo[4,3-c]pyridin-1-yl)pyrrolidin-1-yl)prop-2-en-1-one NC1=NC=C(C2=C1C(=NN2[C@@H]2CN(CC2)C(C=C)=O)C#CC2=C(C(=NC(=C2F)OC)OC)F)Cl